Cl.Cl.C[C@@H]1CN(C[C@@H](N1)C)C=1N=NC(=CN1)C1=C(C=C(C=C1)C=1N=C(C=2N(C1)N=C(N2)C)C)O 2-{3-[(3R,5S)-3,5-dimethylpiperazin-1-yl]-1,2,4-triazin-6-yl}-5-(2,8-dimethyl[1,2,4]triazolo[1,5-a]pyrazin-6-yl)phenol dihydrochloride